2-(2,4-Difluorophenyl)-4-(3-(2-methyl-1-morpholino-1-oxopropan-2-yl)phenyl)phthalazin-1(2H)-one FC1=C(C=CC(=C1)F)N1C(C2=CC=CC=C2C(=N1)C1=CC(=CC=C1)C(C(=O)N1CCOCC1)(C)C)=O